4-(piperidine-1-sulfonyl)benzoic acid N1(CCCCC1)S(=O)(=O)C1=CC=C(C(=O)O)C=C1